tetrasodium-dihydrate O.O.[Na].[Na].[Na].[Na]